C1(=CC=C(C=C1)N(C1=CC=C(C=C1)\C(\C)=C\1/OC2=C(/C1=C/C)C=CC=C2C=2C=CC=1N(C3=CC=CC=C3C1C2)C2=CC=CC=C2)C2=CC=C(C=C2)C2=CC=CC=C2)C2=CC=CC=C2 Bis-biphenyl-4-yl-(4-{1-[3-eth-(Z)-ylidene-7-(9-phenyl-9H-carbazol-3-yl)-3H-benzofuran-(2Z)-ylidene]-ethyl}-phenyl)-amine